5-{2-amino-[1,2,4]triazolo[1,5-a]pyridin-7-yl}-N-{[2-fluoro-5-(trifluoromethyl)phenyl]methyl}-2-methoxy-6-methylpyridine-3-carboxamide NC1=NN2C(C=C(C=C2)C=2C=C(C(=NC2C)OC)C(=O)NCC2=C(C=CC(=C2)C(F)(F)F)F)=N1